2-(2-chloro-3-nitroquinolin-4-yl)-1-(4-(pyrrolidin-1-ylmethyl)phenyl)hydrazine-1-carboxylic acid tert-butyl ester C(C)(C)(C)OC(=O)N(NC1=C(C(=NC2=CC=CC=C12)Cl)[N+](=O)[O-])C1=CC=C(C=C1)CN1CCCC1